OC1C(OC(C1)O)CNC1=C(C=C(C=C1)S(=O)(=O)C1=C(C(=O)N)C=CC=C1)[N+](=O)[O-] ((4-(((3,5-dihydroxytetrahydrofuran-2-yl)methyl)amino)-3-nitrophenyl)sulfonyl)benzamide